Cl.BrCC1=C(C(=NN1C)COC1=CC=CC=C1)C=1C=CC=C2C(=C(N(C12)CCCNC)C(=O)OCC)CCCOC1=CC(=C(C(=C1)C)Cl)C ethyl 7-[5-(bromomethyl)-1-methyl-3-(phenoxymethyl)-1H-pyrazol-4-yl]-3-[3-(4-chloro-3,5-dimethylphenoxy)propyl]-1-[3-(methylamino)propyl]-1H-indole-2-carboxylate hydrochloric acid salt